gallium ortho-phosphate P(=O)([O-])([O-])[O-].[Ga+3]